C(C)N(CCN1C(=CC(=C1C=O)C)C)CC N-(2-(Diethylamino)ethyl)-5-formyl-2,4-dimethyl-1H-pyrrole